3-[4-[4-(3,3-difluoro-4-piperidinyl)piperazin-1-yl]-3-fluoro-phenoxy]piperidine-2,6-dione FC1(CNCCC1N1CCN(CC1)C1=C(C=C(OC2C(NC(CC2)=O)=O)C=C1)F)F